tert-butyl (1-(1-(4-fluorophenyl)-1H-pyrazol-4-yl)but-3-en-1-yl)carbamate FC1=CC=C(C=C1)N1N=CC(=C1)C(CC=C)NC(OC(C)(C)C)=O